Trans-o-hydroxybenzylideneacetone OC1=C(\C=C\C(C)=O)C=CC=C1